2-[6-(3-chloro-4-fluoro-phenyl)-2-oxo-3H-imidazo[4,5-b]pyridin-1-yl]acetamide Methyl-2-(6'-hydroxy-2'-oxo-1'-(tetrahydro-2H-pyran-4-yl)spiro[cyclopropane-1,3'-indolin]-4'-yl)acetate COC(CC1=C2C3(C(N(C2=CC(=C1)O)C1CCOCC1)=O)CC3)=O.ClC=3C=C(C=CC3F)C=3C=C1C(=NC3)NC(N1CC(=O)N)=O